CNC1=NC(=NC=C1CNC1CCNC2=CC=CC=C12)SC N-[[4-(methylamino)-2-methylsulfanyl-pyrimidin-5-yl]methyl]-1,2,3,4-tetrahydroquinolin-4-amine